5-chloro-3-(4-methanesulfonylphenyl)-2-methoxypyrazine ClC=1N=C(C(=NC1)OC)C1=CC=C(C=C1)S(=O)(=O)C